2-(5-((Z)-((1r,2r,5s,7r)-2-fluoro-1,5,7-trimethyl-9-azabicyclo[3.3.1]non-3-ylidene)methyl)pyrazin-2-yl)-5-(1H-imidazol-1-yl)phenol F[C@H]\1[C@]2(C[C@@H](C[C@@](C/C1=C/C=1N=CC(=NC1)C1=C(C=C(C=C1)N1C=NC=C1)O)(N2)C)C)C